[Ru](Cl)(Cl)Cl.P.P diphosphine ruthenium chloride